2-amino-5-bromopyrimidine NC1=NC=C(C=N1)Br